2-chloro-2-methoxybenzonitrile ClC1(C(C#N)C=CC=C1)OC